tetrahydropyran-4-ylpyrazol O1CCC(CC1)C1=NNC=C1